BrC(CO)=C(CO)Br cis-2,3-dibromo-2-butene-1,4-diol